ClC1=C(C=2N=C(N=C(C2C=N1)N1C[C@@](CCC1)(O)C)OC[C@@]1(CN(CC[C@@H]1CF)C)C)F (R)-1-(7-chloro-8-fluoro-2-(((3S,4S)-4-(fluoromethyl)-1,3-dimethylpiperidin-3-yl)methoxy)pyrido[4,3-d]pyrimidin-4-yl)-3-methylpiperidin-3-ol